CC(C)(C)[C@@H]1CC[C@H](CC1)OCC=O 2-{[trans-4-(2-methyl-2-propanyl)cyclohexyl]oxy}acetaldehyde